C1(CC1)CN1C(N(C(C2=CC(=CC=C12)S(NC1(CC1)CF)(=O)=O)=O)NC(=O)C12CC2C1)=O N-(1-(cyclopropylmethyl)-6-(N-(1-(fluoromethyl)cyclopropyl)sulfamoyl)-2,4-dioxo-1,4-dihydroquinazolin-3(2H)-yl)bicyclo[1.1.0]butane-1-carboxamide